[Si](C)(C)(C(C)(C)C)OCC1=CN=C(S1)C(O)C1=CC=C(C=C1)OC (5-(((tert-butyldimethylsilyl)oxy)methyl)thiazol-2-yl)(4-methoxyphenyl)methanol